C(C1=CC=CC=C1)=NC(C(=O)N)C(C)C benzylideneamino-3-methylbutanamide